N1C(=NC2=C1C=CC=C2)CN2N=C(C=CC2=O)C2=CC=C(C=C2)OC(F)F 2-((1H-benzo[d]imidazol-2-yl)methyl)-6-(4-(difluoromethoxy)phenyl)pyridazin-3(2H)-one